(2-(ethylamino)-7H-pyrrolo[2,3-d]pyrimidin-5-yl)-3,4-dihydrobenzo[f][1,4]oxazepin-5(2H)-one C(C)NC=1N=CC2=C(N1)NC=C2C2OC1=C(C(NC2)=O)C=CC=C1